acryloyloxypropylthiophosphate C(C=C)(=O)OCCCOP(=S)([O-])[O-]